N-(2-Methoxyphenyl)-6-(trifluoromethyl)-5,6-dihydroindazolo[3,2-a]isoquinolin-6-amine COC1=C(C=CC=C1)NC1(N2C(C=3C=CC=CC3C1)=C1C=CC=CC1=N2)C(F)(F)F